N-(10-(N-(2-(benzylamino)-1-(5-methylisoxazol-3-yl)-2-oxoethyl)-2-chloroacetamido)decyl)-3-(N-(3-chloro-1H-indol-7-yl)sulfamoyl)benzamide C(C1=CC=CC=C1)NC(C(C1=NOC(=C1)C)N(C(CCl)=O)CCCCCCCCCCNC(C1=CC(=CC=C1)S(NC=1C=CC=C2C(=CNC12)Cl)(=O)=O)=O)=O